3-fluoro-4-(((2-(pyrrolidine-1-carbonyl)pyridin-4-yl)oxy)phenyl)-5-methyl-1-phenyl-1H-1,2,3-triazole-4-carboxamide FN1NN(C(C1(C(=O)N)C1=C(C=CC=C1)OC1=CC(=NC=C1)C(=O)N1CCCC1)C)C1=CC=CC=C1